6-Chloro-3-((4-hydroxy-1-(1-methylcyclopropane-1-carbonyl)piperidin-4-yl)methyl)-7-(4-(4-methylmorpholin-3-yl)phenyl)-3,7-dihydro-4H-pyrrolo[2,3-d]pyrimidin-4-one ClC1=CC2=C(N=CN(C2=O)CC2(CCN(CC2)C(=O)C2(CC2)C)O)N1C1=CC=C(C=C1)C1N(CCOC1)C